CNC1=C(C=C(C=C1)C1=NC2=CC=C(C=C2C=N1)C(F)(F)F)C N,2-dimethyl-4-[6-(trifluoromethyl)quinazolin-2-yl]aniline